P(O)(=O)(OP(=O)(O)O)OC[C@@H]1CC[C@@](O1)(N1C(=O)NC(=O)C(C)=C1)N=[N+]=[N-] azido-3'-deoxythymidine-5'-diphosphate